CC(CC[Si](OC)(OC)C)OC(C=C)=O gamma-methyl-acryloxypropyl-methyl-dimethoxysilane